FC1=CC=C(C=C1)COC1=CC=C(C=C1)CN (4-{[(4-fluorophenyl)methyl]oxy}phenyl)methanamine